2-(3,4-difluorophenoxy)-6,7-dihydropyrrolo[1,2-a]thiazolo[5,4-d]pyrimidine FC=1C=C(OC=2SC3=NC=4N(C=C3N2)CCC4)C=CC1F